tert-Butyl (S)-3-(1-(6-(4-(methoxycarbonyl)-2-methylphenyl)pyridin-3-yl)-2-oxo-1,2-dihydro-3H-imidazo[4,5-b]pyridin-3-yl)pyrrolidine-1-carboxylate COC(=O)C1=CC(=C(C=C1)C1=CC=C(C=N1)N1C(N(C2=NC=CC=C21)[C@@H]2CN(CC2)C(=O)OC(C)(C)C)=O)C